ClC=1C=C(C=CC1)N1C=C(C2=C1N=CN=C2N2[C@H](CN(CC2)C(=O)OC(C)(C)C)C)N(CC)CC tert-butyl (S)-4-(7-(3-chlorophenyl)-5-(diethylamino)-7H-pyrrolo[2,3-d]pyrimidin-4-yl)-3-methylpiperazine-1-carboxylate